3-(2-aminoethyl-amino)propylamine NCCNCCCN